N[C@@H](C(=O)O)CC1=CC(=C(C(=C1)I)O)I (R)-2-amino-3-(3,5-diiodo-4-hydroxyphenyl)propionic acid